1-methyl-5-(1H-pyrrolo[2,3-b]pyridin-4-yl)-1H-indazole CN1N=CC2=CC(=CC=C12)C1=C2C(=NC=C1)NC=C2